trimethylphenyl-ammonium sulfate S(=O)(=O)([O-])[O-].C[N+](C1=CC=CC=C1)(C)C.C[N+](C)(C)C1=CC=CC=C1